Ethyl-(2,4,6-trimethylbenzoyl)-phosphinat C(C)P([O-])(=O)C(C1=C(C=C(C=C1C)C)C)=O